NC=1C=C(C=CC1O)C1(C2=CC=CC=C2C=2C=CC=CC12)C1=CC(=C(C=C1)O)N 9,9-Bis(3-amino-4-hydroxyphenyl)fluorene